FC1=CC=C(C=C1)N1C(C(=C(C=C1)OC)C(=O)N)=O 1-(4-fluorophenyl)-4-methoxy-2-Oxo-1,2-dihydropyridine-3-carboxamide